FC1CN(CC1)CC1=C2C(=NC(=C1)C=1C=C3CN(C(C3=CC1)=O)C1C(NC(CC1)=O)=O)NC=C2 3-(5-(4-((3-fluoropyrrolidin-1-yl)methyl)-1H-pyrrolo[2,3-b]pyridin-6-yl)-1-oxoisoindolin-2-yl)piperidine-2,6-dione